bis(4-naphthalen-1-yl-phenyl)-(6-bromo-biphenyl-3-yl)amine C1(=CC=CC2=CC=CC=C12)C1=CC=C(C=C1)N(C=1C=C(C(=CC1)Br)C1=CC=CC=C1)C1=CC=C(C=C1)C1=CC=CC2=CC=CC=C12